tert-butyl (2R,5S)-4-(7-(4-chloropyridin-2-yl)-5-(4,4,5,5-tetramethyl-1,3,2-dioxaborolan-2-yl)-7H-pyrrolo[2,3-d]pyrimidin-4-yl)-2,5-dimethylpiperazine-1-carboxylate ClC1=CC(=NC=C1)N1C=C(C2=C1N=CN=C2N2C[C@H](N(C[C@@H]2C)C(=O)OC(C)(C)C)C)B2OC(C(O2)(C)C)(C)C